C(C)C1=CN(C2=CC=CC=C12)C1=C(C=CC2=CC=CC=C12)O 1-(3-Ethyl-1H-indol-1-yl)naphthalen-2-ol